N1(N=CN=C1)CC1=CC=C(C=C1)NC1=NC=C(C(=N1)N1CCC2(CCNC2=O)CC1)C 8-(2-((4-((1H-1,2,4-triazol-1-yl)methyl)phenyl)amino)-5-methylpyrimidin-4-yl)-2,8-diazaspiro[4.5]decan-1-one